(R,Z)-(4-(1-(4-(4-(4-(2-(2,6-dioxopiperidin-3-yl)-1-oxoisoindolin-5-yl)piperazine-1-carbonyl)piperazin-1-yl)phenyl)-2-phenylbut-1-en-1-yl)phenyl)boronic acid O=C1NC(CC[C@H]1N1C(C2=CC=C(C=C2C1)N1CCN(CC1)C(=O)N1CCN(CC1)C1=CC=C(C=C1)\C(=C(\CC)/C1=CC=CC=C1)\C1=CC=C(C=C1)B(O)O)=O)=O